C(CCCCC)C(C(=O)O)=C.C(C=C)(=O)O acrylic acid 2-hexylacrylate